FC1=CC=C2C3=C(NC2=C1)C(=NC(=C3)C(=O)O)C3=CC=C(C=C3)OCC3=CC=NC=C3 7-fluoro-1-(4-(pyridin-4-ylmethoxy)phenyl)-9H-pyrido[3,4-b]indole-3-carboxylic acid